C(CCCCCC)C1OCC(O1)CO 2-n-heptyl-4-hydroxymethyl-1,3-dioxolan